1-bromo-2-(3-bromopropyl)benzene BrC1=C(C=CC=C1)CCCBr